C(C1CC(C(CC1)N)CCC)C1CC(C(CC1)N)CCC 4,4'-methylenebis(2-(n-propyl)cyclohexylamine)